CC1=CC=CC2=C1NCC1C(C(N2C)=O)N(C(C1)=O)C1=NC(=CC(=C1)C(F)(F)F)C 6,10-dimethyl-1-(6-methyl-4-(trifluoromethyl)pyridin-2-yl)-1,3a,4,5,10,11a-hexahydro-2H-benzo[b]pyrrolo[2,3-f][1,4]diazocin-2,11(3H)-dion